C(C1=CC=CC=C1)N(C1=CC(OC1)=O)CC(F)F 4-[(Benzyl)-(2,2-difluoroethyl)-amino]-furan-2(5H)-one